C(C)(C)(C)OC(=O)N(CCC[C@@H](CC(=O)OC(C)(C)C)NC(C1=CC(=CC=C1)N1N=C(N=N1)C)=O)C tert-butyl (3S)-6-[tert-butoxycarbonyl(methyl)-amino]-3-[[3-(5-methyltetrazol-2-yl)benzoyl]amino]hexanoate